4-(3-(3-bromo-2-methoxyphenyl)isothiazol-5-yl)piperazine-1-carboxylic acid tert-butyl ester C(C)(C)(C)OC(=O)N1CCN(CC1)C1=CC(=NS1)C1=C(C(=CC=C1)Br)OC